C(C)(C)(C)N(C(O)=O)C1CCC(CC1)S(=O)(=O)C.N=1N=CN2C1C=CC(=C2)NC(C2=NC=C(C=C2)CC2=CC(=CC=C2)Cl)=O N-([1,2,4]triazolo[4,3-a]pyridin-6-yl)-5-(3-chlorobenzyl)picolinamide tert-butyl-((1s,4s)-4-(methylsulfonyl)-cyclohexyl)carbamate